(R)-5-(2-(2,5-difluorophenyl)pyrrolidine-1-yl)pyrazolo[1,5-a]Pyrimidine-3-carboxylic acid FC1=C(C=C(C=C1)F)[C@@H]1N(CCC1)C1=NC=2N(C=C1)N=CC2C(=O)O